ClC=1C=C(C=O)C=C(C1O)OC 3-Chloro-4-hydroxy-5-methoxy-benzaldehyd